FC1(CCC(CC1)N1C(NC(C1)NC(C1=CC(=CC(=C1)N1CCC2(CC2)CC1)NS(=O)(=O)CCO)=O)=O)F N-(1-(4,4-difluorocyclohexyl)-2-oxoimidazolidin-4-yl)-3-((2-hydroxyethyl)sulfonamido)-5-(6-azaspiro[2.5]octan-6-yl)benzamide